1-(4-chlorobenzyl)-N-((3S,4S)-1,3-dimethylpiperidin-4-yl)cyclopropane-1-carboxamide ClC1=CC=C(CC2(CC2)C(=O)N[C@@H]2[C@H](CN(CC2)C)C)C=C1